butene acetoacetate C(CC(=O)C)(=O)O.C=CCC